N1=CC(=CC=C1)C1=CC=NC(=N1)O 6-(pyridin-3-yl)pyrimidin-2-ol